(3-((5-(trifluoromethyl)isoxazol-3-yl)oxy)cyclopentyl)acrylamide methyl-1-(difluoromethyl)-3-methylindazole-5-carboxylate COC(=O)C=1C=C2C(=NN(C2=CC1)C(F)F)C.FC(C1=CC(=NO1)OC1CC(CC1)C(C(=O)N)=C)(F)F